CC=1C(=CC(=NC1)NC(C1=CC(=CC=C1)C(F)(F)F)=O)C1=CC2=C(N=C(N=C2)NC)N2C1=NCC2 N-(5-methyl-4-(2-(methylamino)-8,9-dihydroimidazo[1',2':1,6]pyrido[2,3-d]pyrimidin-6-yl)pyridin-2-yl)-3-(trifluoromethyl)benzamide